N-(4-bromophenyl)phenylthiobenzamide BrC1=CC=C(C=C1)NC(C1=C(C=CC=C1)C1=CC=CC=C1)=S